C(=C)C1=CC=C2C(=NN(C2=C1)C)N1C(N=CC=C1)=O 1-(6-Vinyl-1-methyl-1H-indazol-3-yl)-1,3-diazinon